6-(3-(1H-imidazol-1-yl)-7,8-dihydro-1,6-naphthyridin-6(5H)-yl)-5-methylnicotinonitrile N1(C=NC=C1)C=1C=NC=2CCN(CC2C1)C1=NC=C(C#N)C=C1C